ethyl 2-(3-amino-4-methyl-1H-pyrazol-1-yl)acetate NC1=NN(C=C1C)CC(=O)OCC